S1C=NC2=C1C=CC(=C2)CN(C(=O)[C@H]2N(CCC2)S(=O)(=O)C2=CC=C(C)C=C2)C2CCC1(CC1(F)F)CC2 (S)-N-(benzo[d]thiazol-5-ylmethyl)-N-((3S,6r)-1,1-difluorospiro[2.5]octan-6-yl)-1-tosylpyrrolidine-2-carboxamide